5-(ethylamino)-4-isobutyl-2-(piperazin-1-yl)benzonitrile dihydrochloride Cl.Cl.C(C)NC=1C(=CC(=C(C#N)C1)N1CCNCC1)CC(C)C